CC1CCCC(=C1)C 2,4-dimethyl-3-cyclohexen